C(C1=CC=CC=C1)[C@@H]1N(C(OC1)=O)C([C@@H](CC1=CC2=C(S1)C=CC=C2Br)[C@@H]2CN(CC2)C(=O)OC(C)(C)C)=O tert-butyl (R)-3-((S)-1-((S)-4-benzyl-2-oxooxazolidin-3-yl)-3-(4-bromobenzo[b]thiophen-2-yl)-1-oxopropane-2-yl)pyrrolidine-1-carboxylate